N1=C(C=CC=C1)C(=O)OC(C1=NC=CC=C1)=O dipicolinic acid anhydride